OC[C@H](C1=CC=CC=C1)NC1=NC(=NC=C1C=1OC=NN1)NC1=CC=C(C(=O)N(C)C)C=C1 4-[[4-[[(1S)-2-hydroxy-1-phenyl-ethyl]amino]-5-(1,3,4-oxadiazol-2-yl)pyrimidin-2-yl]-amino]-N,N-dimethyl-benzamide